4-{[(tert-Butoxy)carbonyl]amino}-1-methylcyclohexane-1-carboxylic acid methyl ester COC(=O)C1(CCC(CC1)NC(=O)OC(C)(C)C)C